FC1(CC2=CC=3CCCC3C(=C2C1)[N+](=O)[O-])F 2,2-difluoro-4-nitro-1,2,3,5,6,7-hexahydro-s-indacene